(S)-1-((1R,4S)-4-(dibenzylamino)cyclohexyl)ethan-1-ol C(C1=CC=CC=C1)N(C1CCC(CC1)[C@H](C)O)CC1=CC=CC=C1